O1CCCC2=CC=CC(=C12)C=1C(=NC(=CC1)N)N chroman-8-yl-pyridine-2,6-diamine